3-(benzo[d]thiazol-6-yldiazenyl)-3-methyl-2,3-dihydro-4H-benzo[4,5]imidazo[2,1-b][1,3]thiazin-4-one S1C=NC2=C1C=C(C=C2)N=NC2(C(N1C(SC2)=NC2=C1C=CC=C2)=O)C